C(C)OC(COC1=NOC(=C1)C(C(=O)OC)C(C)C)OCC methyl 2-[3-(2,2-diethoxyethoxy)-1,2-oxazol-5-yl]-3-methylbutanoate